(S)-1-(3,4-difluoromethoxyphenyl)ethylamine FCOC=1C=C(C=CC1OCF)[C@H](C)N